C(=O)=CONCCC1=CC=C(C=C1)C(F)(F)F N-carbonylmethoxy-2-[4-(trifluoromethyl)phenyl]ethanamine